FC1(CC(C1)(CC1=NN=CN1C)C=1C=C(C=CC1)N1C(C2=CC(=CC(=C2C1)C(F)(F)F)CN1CCNCC1)=O)F 2-(3-(3,3-difluoro-1-((4-methyl-4H-1,2,4-triazol-3-yl)methyl)cyclobutyl)phenyl)-6-(piperazin-1-ylmethyl)-4-(trifluoromethyl)isoindolin-1-one